1-(dimethylamino)-2-{1-[2-(dimethylamino)-2-oxoethyl]Cyclohexyl}-1-ethanone CN(C(CC1(CCCCC1)CC(=O)N(C)C)=O)C